C(C)(C)(C)OC(=O)N1C(=CC2=CC(=CC=C12)O)C=1C(=NC(=CC1)N1C[C@H](CCC1)O)F.NC=1N=C(SC1C(=O)C1=CC=C(C=C1)OCOC)NC1=CC=CC=C1 (4-Amino-2-anilino-1,3-thiazol-5-yl)[4-(methoxymethoxy)phenyl]methanone tert-butyl-2-{2-fluoro-6-[(3S)-3-hydroxypiperidin-1-yl]pyridin-3-yl}-5-hydroxy-1H-indole-1-carboxylate